2-((2-((tert-butoxycarbonyl) amino) ethyl) carbamoyl)-4-nitrobenzyl acetate C(C)(=O)OCC1=C(C=C(C=C1)[N+](=O)[O-])C(NCCNC(=O)OC(C)(C)C)=O